FC1=C(C=2C=NC(=NC2C=C1C1=C(C2=C(OCCN2)N=C1)C)NC=1C=NN(C1)C1CCN(CC1)C1(COC1)C)N 6-Fluoro-7-(8-methyl-2,3-dihydro-1H-pyrido[2,3-b][1,4]oxazin-7-yl)-N2-(1-(1-(3-methyloxetan-3-yl)piperidin-4-yl)-1H-pyrazol-4-yl)quinazoline-2,5-diamine